C1(=C2N(C=N1)CCC2)C(C(NC=2SC=CN2)=O)N2N=C1C(=C(C=CC1=C2)C2=CC=C(C=C2)N2CCC(CC2)(O)CC(=O)O)F 2-[1-[4-[2-[1-(6,7-dihydro-5H-pyrrolo[1,2-c]imidazol-1-yl)-2-oxo-2-(thiazol-2-ylamino)ethyl]-7-fluoro-indazol-6-yl]phenyl]-4-hydroxy-4-piperidyl]acetic acid